Ethyl 2-[[(2S)-2-(1,4-dihydro-2,4-dioxo-3(2H)-quinazolinyl)-3-methyl-1-oxobutyl]amino]-4-methyl-5-thiazolecarboxylate O=C1NC2=CC=CC=C2C(N1[C@H](C(=O)NC=1SC(=C(N1)C)C(=O)OCC)C(C)C)=O